CON=CC=1C(NC(N([C@H]2[C@H](OC)[C@H](O)[C@@H](CO)O2)C1)=O)=O 5-methoxyiminomethyl-2'-O-methyluridine